2-(3-chloro-4-methyl-phenyl)-N-[(2S)-2-hydroxy-2-(3-pyridyl)ethyl]-N-propyl-acetamide ClC=1C=C(C=CC1C)CC(=O)N(CCC)C[C@H](C=1C=NC=CC1)O